Cl.ClC1=CC=C(C=C1)C1=NC(=NN1)C1=CC=C(C(=O)O)C=C1 4-[5-(4-Chlorophenyl)-1H-1,2,4-triazol-3-yl]benzoic acid hydrochloride